CO[Si](CCCC1(CC(CCC1)CN)CN)(OC)OC (3-trimethoxysilylpropyl)-1,3-diaminomethylcyclohexane